(Diethylphenylphosphine) ruthenium (II) [Ru+2].C(C)P(C1=CC=CC=C1)CC